(2S)-2-[[(2S)-4-(5-amino-1-phenyl-benzoimidazol-2-yl)-2-(tert-butoxycarbonylamino)butanoyl]amino]-4-methyl-pentanoic acid ethyl ester C(C)OC([C@H](CC(C)C)NC([C@H](CCC1=NC2=C(N1C1=CC=CC=C1)C=CC(=C2)N)NC(=O)OC(C)(C)C)=O)=O